CC1CCCCN1C2=NC=NC3=CC=CC=C32 The molecule is a member of the class of quinazolines that is quinazoline which is substituted by a 2-methylpiperidin-1-yl group at position 4. It is a member of quinazolines and a member of piperidines.